N-(3-Aminopropyl)-N-{(1R)-1-[1-benzyl-4-(2,5-difluorophenyl)-1H-pyrrol-2-yl]-2,2-dimethylpropyl}-2-hydroxyacetamid NCCCN(C(CO)=O)[C@H](C(C)(C)C)C=1N(C=C(C1)C1=C(C=CC(=C1)F)F)CC1=CC=CC=C1